N-(3-(N-methyl-N-phenylsulfamoyl)phenyl)thiophene-2-carboxamide CN(S(=O)(=O)C=1C=C(C=CC1)NC(=O)C=1SC=CC1)C1=CC=CC=C1